2-(4-{3,3-difluoro-2'-oxo-1'H-spiro[cyclobutane-1,3'-indol]-5'-ylmethyl}-3,5-dimethylphenyl)-3,5-dioxo-4H-1,2,4-triazine-6-carboxylic acid FC1(CC2(C(NC3=CC=C(C=C23)CC2=C(C=C(C=C2C)N2N=C(C(NC2=O)=O)C(=O)O)C)=O)C1)F